(2H-benzotriazole-2-yl)-p-cresol N=1N(N=C2C1C=CC=C2)C2=CC(=CC=C2O)C